N-(4-((3S,5R)-3-amino-5-methylpiperidin-1-yl)-6-(fluoromethyl)pyridin-3-yl)-2,2',6,6'-Tetrafluoro-[1,1'-biphenyl]-3-carboxamide dihydrochloride Cl.Cl.N[C@@H]1CN(C[C@@H](C1)C)C1=C(C=NC(=C1)CF)NC(=O)C=1C(=C(C(=CC1)F)C1=C(C=CC=C1F)F)F